BrCCCCCCN 6-Bromohexylamine